C=C1C=2C=CC=CC2C(C=C1)=C 5,8-dimethylenenaphthalene